trans-allen C=C=C